(R)-tert-Butyl 2-(isopropylamino)-6-methyl-3-((trans)-4-(methylcarbamoyl)-cyclohexyl)-4-oxo-3,4,5,6-tetrahydropyrido[3,4-d]pyrimidine-7(8H)-carboxylate C(C)(C)NC=1N(C(C2=C(N1)CN([C@@H](C2)C)C(=O)OC(C)(C)C)=O)[C@@H]2CC[C@H](CC2)C(NC)=O